methyl-2-ethyl-2-methoxy-5-furoic acid methyl ester COC(=O)C1=CC(C(O1)(OC)CC)C